5-(8-(7-Acetyl-3-cyclopropyl-5,6,7,8-tetrahydroimidazo[1,5-a]pyrazin-1-yl)isoquinolin-3-yl)-N-(4-(2-(2,6-dioxopiperidin-3-yl)-1-oxoisoindolin-4-yl)but-3-yn-1-yl)picolinamide C(C)(=O)N1CC=2N(CC1)C(=NC2C=2C=CC=C1C=C(N=CC21)C=2C=CC(=NC2)C(=O)NCCC#CC2=C1CN(C(C1=CC=C2)=O)C2C(NC(CC2)=O)=O)C2CC2